COC1=CC=C2C(=NC=NC2=C1)OC=1C(=C(C(=O)NCC2=CC=NC=C2)C=CC1)C 3-(7-methoxyquinazolin-4-yl)oxy-2-methyl-N-(4-pyridylmethyl)benzamide